N-(4-(2H-tetrazol-5-yl)phenyl)-2-(4-(5-chloro-2-(4-(trifluoromethyl)-1H-1,2,3-triazol-1-yl)phenyl)-5-methoxy-2-oxopyridin-1(2H)-yl)-3-(pyridin-4-yl)propanamide N=1NN=NC1C1=CC=C(C=C1)NC(C(CC1=CC=NC=C1)N1C(C=C(C(=C1)OC)C1=C(C=CC(=C1)Cl)N1N=NC(=C1)C(F)(F)F)=O)=O